C(C)C1(O[C@H]([C@@H](O1)CCCC(C(=O)O)(C)C)C1=C(C=CC=C1)Cl)CC.N1C(=NC=C1)CCCS(=O)(=O)O imidazolepropanesulfonic acid 2-((4S,5S)-2,2-diethyl-5-(2-chlorophenyl)-1,3-dioxolan-4-yl)ethyl-pivalate